C1(=CC=CC=C1)S(=O)(=O)OC=1C(=C(C#N)C=CC1C#N)OS(=O)(=O)C1=CC=CC=C1 bis(benzenesulfonyloxy)-terephthalonitrile